C1(=CC=CC=C1)[C@H]1CC[C@H](CC1)OC[C@@H]1NCCC[C@@H]1NS(=O)(=O)C1CC1 N-(cis-2-(((cis-4-phenylcyclohexyl)oxy)methyl)-piperidin-3-yl)cyclopropanesulfonamide